C(C)(=O)NC=1C=NC=C(C(=O)N2C[C@@H](CC2)C=2C=C(C(=O)NC3=CC(=CC=C3)C(F)(F)F)C=CC2C)C1 (S)-3-(1-(5-acetamidonicotinoyl)pyrrolidin-3-yl)-4-methyl-N-(3-(trifluoromethyl)phenyl)benzamide